6-(cyclopropanecarboxamido)-4-((2-methoxy-3-(1-((2S,3R)-3-methoxyspiro[4.4]nonan-2-yl)-1H-pyrazol-4-yl)phenyl)amino)nicotinamide C1(CC1)C(=O)NC1=NC=C(C(=O)N)C(=C1)NC1=C(C(=CC=C1)C=1C=NN(C1)[C@H]1CC2(C[C@H]1OC)CCCC2)OC